C(C)N(CC)CC.C(C)N(CC)CC.C(C)N(CC)CC.P(O)(=O)(OP(=O)(O)OP(=O)(O)O)OC[C@@H]1[C@H](C[C@@H](O1)N1C(=O)N=C(N)C(=C1)F)O 2'-deoxy-5-fluorocytidine 5'-triphosphate tris(triethylamine) salt